1,2-bis(1H-1,2,4-triazol-3-yl)disulfane N1N=C(N=C1)SSC1=NNC=N1